C(C)(C)(C)OC(=O)NCCCCCCCOC=1C=C(C=CC1)CC(=O)OC(C)(C)C tert-butyl 2-{3-[(7-{[(tert-butoxy)carbonyl]amino}heptyl) oxy]phenyl}acetate